OC1=C(C=C(C=C1)OC(C)CCCCCC)N1N=C2C(=N1)C=CC(=C2)C2=CC=CC=C2 2-(2'-hydroxy-5'-sec-octyloxyphenyl)-5-phenylbenzotriazole